N-(3-(2-(((1r,4r)-4-Aminocyclohexyl)amino)-5-methylpyrimidin-4-yl)imidazo[1,2-a]pyridin-6-yl)-4-fluorobenzamide NC1CCC(CC1)NC1=NC=C(C(=N1)C1=CN=C2N1C=C(C=C2)NC(C2=CC=C(C=C2)F)=O)C